C(C)C1=C(C(=NN1COCC[Si](C)(C)C)C)C=1C=CC(=NC1F)NC([C@H](C1CCC(CC1)C)NC(=O)C=1N(N=CC1)C)=O N-[(1S)-2-[[5-[5-ethyl-3-methyl-1-(2-trimethylsilylethoxymethyl)pyrazol-4-yl]-6-fluoro-2-pyridyl]amino]-1-(4-methylcyclohexyl)-2-oxo-ethyl]-2-methyl-pyrazole-3-carboxamide